[Na].C(CCCCCCCCCCC)C1=C(C=CC=C1)S(=O)(=O)O DodecylbenzeneSulfonic Acid Sodium